1-phenoxy-4-(1-phenylvinyl)benzene O(C1=CC=CC=C1)C1=CC=C(C=C1)C(=C)C1=CC=CC=C1